6-(((1-cyanocyclopropyl)methyl)amino)-4-(6-(6-((6-Methoxypyridin-3-yl)methyl)-3,6-diazabicyclo[3.1.1]heptan-3-yl)pyridin-3-yl)pyrazolo[1,5-a]pyridine-3-carbonitrile C(#N)C1(CC1)CNC=1C=C(C=2N(C1)N=CC2C#N)C=2C=NC(=CC2)N2CC1N(C(C2)C1)CC=1C=NC(=CC1)OC